C(CCCCCCCCC\C=C/CCCCCCCC)O gondoyl alcohol